4-(3-(1-acetyl-4-acryloylpiperazin-2-yl)-5-chloro-2-fluorophenyl)-N-methylpicolinamide C(C)(=O)N1C(CN(CC1)C(C=C)=O)C=1C(=C(C=C(C1)Cl)C1=CC(=NC=C1)C(=O)NC)F